N-[(3-chlorophenyl)methyl]carboxamide ClC=1C=C(C=CC1)CNC=O